3-HYDROXY-γ-BUTYROLACTONE OC1CC(=O)OC1